4,5-Dimethyl-2-phenyl-pyrazol-3-ol CC1=C(N(N=C1C)C1=CC=CC=C1)O